FC1=CC=C(C=C1)N1CCN(C2=CC=CC=C12)C(=O)NC[C@@H]1CN(CC1)C (R)-4-(4-fluorophenyl)-N-((1-methylpyrrolidin-3-yl)methyl)-3,4-dihydroquinoxaline-1(2H)-carboxamide